ClC1=CC2=C(CCCC(N2)C2=NC(=NC(=C2)C2=CC(=CC=C2)OC)N)C=C1 4-(8-Chloro-1,3,4,5-tetrahydro-2H-benzazepin-2-yl)-6-(3-methoxyphenyl)pyrimidin-2-amine